1-[3-(5-{[(5-chlorothiophen-2-yl)methyl]amino}-1H-pyrazol-3-yl)piperazin-1-yl]-2-(morpholin-4-yl)ethan-1-one ClC1=CC=C(S1)CNC1=CC(=NN1)C1CN(CCN1)C(CN1CCOCC1)=O